C(C)OC(CN1C(C2=CC=C(C=C2CC1)Br)=O)=O (6-bromo-1-oxo-3,4-dihydro-1H-isoquinolin-2-yl)-acetic acid ethyl ester